tert-Butyl ((1S)-(4,4-difluorocyclohexyl)(7-((6-iodo-3-oxo-2-azabicyclo[2.2.1]heptan-4-yl)methyl)imidazo[1,2-b]pyridazin-2-yl)methyl)carbamate FC1(CCC(CC1)[C@@H](C=1N=C2N(N=CC(=C2)CC23C(NC(C(C2)I)C3)=O)C1)NC(OC(C)(C)C)=O)F